C(CCC)C(CCCCCCC)OC(\C=C\C(=O)O)=O fumaric acid butyloctyl ester